CC(=CCOC1=C2C=CC(=O)OC2=CC3=C1C=CO3)C The molecule is a member of the class of psoralens that is psoralen substituted by a prenyloxy group at position 5. Isolated from Angelica dahurica and Angelica koreana, it acts as a acetylcholinesterase inhibitor. It has a role as a metabolite and an EC 3.1.1.7 (acetylcholinesterase) inhibitor.